ClC1=C2C(C=C(NC2=CC=N1)C=1C(=NC(=C(C1)C)C(F)(F)F)N1CCC(CCC1)(F)F)=O 5-chloro-2-[2-(4,4-difluoroazepan-1-yl)-5-methyl-6-(trifluoromethyl)-3-pyridyl]-1H-1,6-naphthyridin-4-one